FC1=CC(=C(C=C1)C=1C2=C(C(=NC1C1=NN3C(CN(CC3)C(=O)OC(C)(C)C)=C1)N1CCC3(COC3)CC1)C=CS2)OCCOC tert-butyl 2-[7-[4-fluoro-2-(2-methoxyethoxy) phenyl]-4-(2-oxa-7-azaspiro[3.5]nonan-7-yl) thieno[3,2-c]pyridin-6-yl]-6,7-dihydro-4H-pyrazolo[1,5-a]pyrazine-5-carboxylate